2-(4-(10-(naphthalen-2-yl)anthracen-9-yl)phenyl)-1-phenyl-1H-benzo[d]imidazole C1=C(C=CC2=CC=CC=C12)C1=C2C=CC=CC2=C(C2=CC=CC=C12)C1=CC=C(C=C1)C1=NC2=C(N1C1=CC=CC=C1)C=CC=C2